4-(3-methyl-1H-pyrrolo[2,3-b]pyridin-4-yl)-N-(1-((R)-pyrrolidin-2-yl)ethyl)-3,4-dihydro-2H-1,4-thiazine-6-carboxamide hydrochloride Cl.CC1=CNC2=NC=CC(=C21)N2CCSC(=C2)C(=O)NC(C)[C@@H]2NCCC2